FC1=C(C(=C(C(=C1[B-](C1=C(C(=C(C(=C1F)F)F)F)F)(C1=C(C(=C(C(=C1F)F)F)F)F)C1=C(C(=C(C(=C1F)F)F)F)F)F)F)F)F.C(CCCCCCCCCCC)C1=C(C=CC=C1)[I+]C1=C(C=CC=C1)CCCCCCCCCCCC bis-(dodecylphenyl)-iodonium tetrakis-(pentafluorophenyl)borate